CN1C2(CCC2)CN(C1=O)C1CN(CCC1)C=1N=C(C(=NC1)C(=O)N)NC1=CC=C(C=C1)C1(CCNCC1)C (3-(5-methyl-6-oxo-5,7-diazaspiro[3.4]oct-7-yl)piperidin-1-yl)-3-((4-(4-methylpiperidin-4-yl)phenyl)amino)pyrazine-2-carboxamide